1-bromoethylstyrene BrC(C)C=CC1=CC=CC=C1